COC(=O)C=1C(N(C2=CC(=CC=C2C1N)C(F)(F)F)C1=C2C=CC=NC2=CC=C1)=O 4-amino-2-oxo-1-(quinolin-5-yl)-7-(trifluoromethyl)-1,2-dihydroquinoline-3-carboxylic acid methyl ester